lithium bis(fluorooxalate) borate B([O-])(O)O.C(C(=O)O)(=O)F.C(C(=O)O)(=O)F.[Li+]